C(C)OC(=O)C1=NN(C(=C1)C(F)F)CCS(=O)(=O)C.C(C)(C)(C)C1=C(O)C=CC(=C1)O Tertiary Butyl-hydroquinone ethyl-5-(difluoromethyl)-1-(2-(methylsulfonyl)ethyl)-1H-pyrazole-3-carboxylate